1-(4-(Cyclopropylmethoxy)-2-methyl-5,7-dihydro-6H-pyrrolo[3,4-d]pyrimidin-6-yl)-2-(1-(2-(trifluoromethyl)pyridin-4-yl)azetidin-3-yl)ethan-1-one C1(CC1)COC=1C2=C(N=C(N1)C)CN(C2)C(CC2CN(C2)C2=CC(=NC=C2)C(F)(F)F)=O